C1(CC1)C=1C=C(N=NC1C1=C(C=C(C=C1)C#C)OCOCC)NC(CN(C)C)=O N-(5-cyclopropyl-6-(2-(ethoxymethoxy)-4-ethynylphenyl)pyridazin-3-yl)-2-(dimethylamino)acetamide